N-(1-(7-(2-aminobenzo[d]thiazol-4-yl)-6-chloro-8-fluoro-2-(((S)-1-methylpyrrolidin-2-yl)methoxy)-quinazolin-4-yl)azepan-4-yl)-acrylamide NC=1SC2=C(N1)C(=CC=C2)C2=C(C=C1C(=NC(=NC1=C2F)OC[C@H]2N(CCC2)C)N2CCC(CCC2)NC(C=C)=O)Cl